CO[Si](CCCSSCCC[Si](OC)(OC)OC)(OC)OC bis(3-trimethoxysilylpropyl)disulfide